5-(trifluoromethyl)-2-(((trifluoromethyl)sulfonyl)oxy)pyridine FC(C=1C=CC(=NC1)OS(=O)(=O)C(F)(F)F)(F)F